(t-Butoxycarbonyl)-L-tyrosine tert-butyl ester C(C)(C)(C)OC([C@@H](NC(=O)OC(C)(C)C)CC1=CC=C(C=C1)O)=O